2-Benzylpyrrolidine C(C1=CC=CC=C1)C1NCCC1